ClC1=C(C(=CC=C1)Cl)N(C(CN(CC=1NC(C2=C(N1)C(=CS2)C)=O)CC)=O)C N-(2,6-dichlorophenyl)-2-(ethyl((7-methyl-4-oxo-3,4-dihydrothieno[3,2-d]pyrimidin-2-yl)methyl)amino)-N-methylacetamide